(6R)-N'-((8-fluoro-1,2,3,5,6,7-hexahydro-s-indacen-4-yl)carbamoyl)-6-(methylamino)-6,7-dihydro-5H-pyrazolo[5,1-b][1,3]oxazine-3-sulfonimidamide FC=1C=2CCCC2C(=C2CCCC12)NC(=O)N=S(=O)(N)C=1C=NN2C1OC[C@@H](C2)NC